1-((3-(2-methoxypyridin-4-ylethynyl)pyridin-4-yl)mercapto)-1-cyclobutanepropionic acid COC1=NC=CC(=C1)C#CC=1C=NC=CC1SC1(CCC1)CCC(=O)O